The molecule is 3,4-Dihydro-2H-1,2,4-benzothiadiazine 1,1-dioxide substituted at positions 3, 5 and 6 by a 2-norbornen-5-yl group, chlorine, and a sulfonamide group, respectively. A thiazide diuretic, it has been used in the management of hypertension and oedema. It has a role as a diuretic and an antihypertensive agent. C1C2CC(C1C=C2)C3NC4=CC(=C(C=C4S(=O)(=O)N3)S(=O)(=O)N)Cl